FC(C(=O)C=1N=C2N(C=C(C=C2)F)C1C)(F)F 2,2,2-trifluoro-1-{6-fluoro-3-methylimidazo[1,2-a]pyridin-2-yl}ethanone